N,N-diethyl-3-bromoaniline C(C)N(C1=CC(=CC=C1)Br)CC